ClC=1C(=C(C=CC1)NC1=C(NC2=C1C(NCC2)=O)C2=C(C=NC=C2)C#CC2N(CCCC2)C(=O)OC(C)(C)C)OC tert-butyl 2-[2-(4-{3-[(3-chloro-2-methoxyphenyl)amino]-4-oxo-1H,5H,6H,7H-pyrrolo[3,2-c]pyridin-2-yl}pyridin-3-yl)ethynyl]piperidine-1-carboxylate